N-(N,N-dimethylsulfamoyl)propionamide CN(S(=O)(=O)NC(CC)=O)C